CC1OCCC1=O dihydro-2-methylfuran-3(2H)-one